2-hydroxy-cyclopropanecarboxamide OC1C(C1)C(=O)N